diphenylphosphinophenyl ether C1(=CC=CC=C1)P(C1=CC=CC=C1)C1=C(C=CC=C1)OC1=C(C=CC=C1)P(C1=CC=CC=C1)C1=CC=CC=C1